N-(6-chloro-2-trifluoroethoxy-pyridin-3-yl)acetamide ClC1=CC=C(C(=N1)OCC(F)(F)F)NC(C)=O